C1(CC1)C1=NC(=CC(=N1)C(=O)NC1=CC(=CC=C1)C1(COC1)C(C1=NN=CN1C)F)C 2-cyclopropyl-N-(3-(3-(fluoro(4-methyl-4H-1,2,4-triazol-3-yl)methyl)oxetan-3-yl)phenyl)-6-methylpyrimidine-4-carboxamide